2-propene-1-thiol C(C=C)S